5-aminovaleric acid (5-aminovalerate) NCCCCC(=O)O.NCCCCC(=O)O